FC(C(C(=O)N1C[C@H]2OC3=C([C@@H]1C2)C=NC=C3C#N)(C)C)(CC)F (2S,5S)-4-(3,3-difluoro-2,2-dimethylpentanoyl)-2,3,4,5-tetrahydro-2,5-methanopyrido[3,4-f][1,4]oxazepine-9-carbonitrile